C12C(CC(C(C1)C=C(C(=O)O)C)C2)C=C(C(=O)O)C.C(C2=CC=CC=C2)OC2=CC=C(C=C2)C(C(C)N2CCCC2)=O 1-(4-benzyloxyphenyl)-2-(pyrrolidin-1-yl)propan-1-one bicyclo[2.2.1]heptane-2,5-diyl-bis(2-methylacrylate)